2-(2-(1H-imidazol-4-yl)pyridin-4-yl)-4-ethylthiazole-5-carboxylic acid N1C=NC(=C1)C1=NC=CC(=C1)C=1SC(=C(N1)CC)C(=O)O